CN(C1CCC(CC1)NC1=C2C=C(N(C2=CC=C1)CC(F)(F)F)C#CCN1C(OC2=C1C=CC(=C2)S(=O)(=O)C)=O)C 3-(3-(4-(((1R,4R)-4-(dimethylamino)cyclohexyl)amino)-1-(2,2,2-trifluoroethyl)-1H-indol-2-yl)prop-2-yn-1-yl)-6-(methylsulfonyl)benzo[d]oxazol-2(3H)-one